NC(C(=O)OCC1=CC=CC=C1)C(CCNC(=O)OC(C)(C)C)(C)C benzyl 2-amino-5-((tert-butoxycarbonyl)amino)-3,3-dimethylpentanoate